COC1=C(CN2CC3CC(C(C2)N3C(=O)OC(C)(C)C)O)C=CC(=C1)OC tert-butyl 3-(2,4-dimethoxybenzyl)-6-hydroxy-3,8-diazabicyclo[3.2.1]octane-8-carboxylate